[3-(2,2,2-trifluoro-1,1-dimethyl-ethyl)-1H-1,2,4-triazol-5-yl]methanamine hydrochloride Cl.FC(C(C)(C)C1=NNC(=N1)CN)(F)F